C(C)(C)(C)OC(N[C@@H]1CC[C@@H](CC1)N(C1=C(C=C(C=C1)F)OCOCC[Si](C)(C)C)C1CC1)=O cis-tert-butyl-N-[4-[N-cyclopropyl-4-fluoro-2-(2-trimethylsilylethoxymethoxy) anilino]cyclohexyl]carbamate